N-(piperidin-3-yl)pyrrolo[1,2-d][1,2,4]triazin N1CC(CCC1)N1N=CN2C(C1)=CC=C2